1-(1,1,1,3,3,3-hexafluoropropan-2-yl)-3-[[2-(2,2,2-trifluoroethoxy)pyridin-4-yl]methyl]urea FC(C(C(F)(F)F)NC(=O)NCC1=CC(=NC=C1)OCC(F)(F)F)(F)F